C(#N)C=1C=C(C=CC1)C=1N=C(SC1C1=CC(=NC(=C1)C)C)NC(=O)N1CC(N(CC1)C(=O)OC(C)(C)C)(C)C tert-butyl 4-[[4-(3-cyanophenyl)-5-(2,6-dimethyl-4-pyridyl)thiazol-2-yl]carbamoyl]-2,2-dimethyl-piperazine-1-carboxylate